C1(=CC=CC=C1)[B-](C1=CC=CC=C1)(C1=CC=CC=C1)C1=CC=CC=C1.C1(=CC=CC2=CC=CC=C12)C1=C(C=CC=C1)[P+](C1=CC=CC=C1)(C1=CC=CC=C1)C1=CC=CC=C1 naphthylphenyltriphenylphosphonium tetraPhenylborate